C(#N)C(CCC(=O)O)(C)C(=S)C(=S)SCCCCCCCCCCCC 4-cyano-4-[(dodecylsulfanylthiocarbonyl)thiocarbonyl]pentanoic acid